C(C)OC(=O)C1CCC(CC1)NC(=O)C=1C=NN2C1C(=CC=C2)CC2=CC=C(C=C2)C(F)(F)F (1r,4r)-4-[[4-[[4-(trifluoromethyl)phenyl]methyl]pyrazolo[1,5-a]pyridine-3-carbonyl]amino]cyclohexanecarboxylic acid ethyl ester